[(1R)-1-[3-[2-(tert-butoxycarbonylamino)ethoxy]phenyl]-3-(3,4-dimethoxyphenyl)propyl](2S)-1-(3,3-dimethyl-2-oxo-pentanoyl)piperidine-2-carboxylate C(C)(C)(C)OC(=O)NCCOC=1C=C(C=CC1)[C@@H](CCC1=CC(=C(C=C1)OC)OC)OC(=O)[C@H]1N(CCCC1)C(C(C(CC)(C)C)=O)=O